N1=CSC2=C1C=CS2 thieno[3,2-d]thiazole